C1(=CC=CC=C1)OP(=O)(OC1=CC=CC=C1)C=1C=CC2=CC=C3C=CC(=NC3=C2N1)C1=CC=C2C(=N1)C1=C(O2)C=CC=C1OC (9-diphenylphosphono-1,10-phenanthroline-2-yl)-9-methoxybenzofuro[3,2-b]pyridine